ClC1=C2CCC(C2=CC=C1)=O 4-chloro-2,3-dihydroinden-1-one